2-(1-((5R)-6,6-dimethylbicyclo[3.1.1]hept-2-en-2-yl)-6-ethoxy-5,5-difluoro-6-oxohexan-3-yl)-5,5-dimethylcyclohex-1-ene-1-carboxylate CC1([C@@H]2CC=C(C1C2)CCC(CC(C(=O)OCC)(F)F)C2=C(CC(CC2)(C)C)C(=O)[O-])C